N-carboxyethyl-trimethylammonium C(=O)(O)CC[N+](C)(C)C